C(C)(=O)O.C(C)N1C(CCC1)=O 1-ethyl-pyrrolidone acetate